8-(4-(pyrrolidin-1-ylmethyl)phenyl)-2-(trifluoromethyl)chromeno[7,8-d]imidazol-6(3H)-one N1(CCCC1)CC1=CC=C(C=C1)C=1OC2=C(C(C1)=O)C=CC=1NC(=NC12)C(F)(F)F